8-(1-methylcyclopentyloxymethyloxycarbonyl)-tetracyclo[4.4.0.12,5.17,10]-3-dodecene CC1(CCCC1)OCOC(=O)C1C2C3C4C=CC(C3C(C1)C2)C4